thieno[2,3-b]thiophene-3,6-dicarboxylic acid S1C=C(C2=C1S(C=C2)C(=O)O)C(=O)O